BrC=1C=C(C=CC1)CCNC1=NC(=C(C=2N=C(N=CC21)SC)F)Cl N-[2-(3-bromophenyl)ethyl]-7-chloro-8-fluoro-2-(methyl-sulfanyl)pyrido[4,3-d]pyrimidin-5-amine